methyl (2S)-2-(2-azaspiro[4.5]decane-3-carbonylamino)-3-[(3S)-2-oxopyrrolidin-3-yl]propanoate C1NC(CC12CCCCC2)C(=O)N[C@H](C(=O)OC)C[C@H]2C(NCC2)=O